C(C=C(C(=O)[O-])CC(=O)[O-])(=O)[O-].[Zn+2].C(C=C(C(=O)[O-])CC(=O)[O-])(=O)[O-].[Zn+2].[Zn+2] zinc aconitate